C1(=CC=CC=C1)C1=NC(=NC(=N1)C1=CC=CC=C1)C=1C=C(C=CC1)C1=C2C=CC=CC2=C(C2=CC=CC=C12)C=1C=C(C#N)C=CC1 3-(10-(3-(4,6-Diphenyl-1,3,5-triazin-2-yl)phenyl)anthracen-9-yl)benzonitrile